C1(CC1)C=1NC(=C(C1C(C)=O)C1=CC=CC=C1)C1=CC=CC=C1 1-(2-cyclopropyl-4,5-diphenyl-1H-pyrrol-3-yl)ethan-1-one